C[Si](CCOCOC=1C=C(C2=C(C=CC=C2C1)F)C1=NC(=CC=C1F)N)(C)C 2-(3-(2-(trimethylsilyl)ethoxymethoxy)-8-fluoronaphthyl)-3-fluoro-6-aminopyridine